S1N=CC2=C1C=CC(=C2)C(=O)N2CCC1(C(N3[C@H](O1)CC[C@H]3C3=CC(=CC(=C3)F)F)=O)CC2 (5'S,7a'R)-1-(1,2-benzothiazole-5-carbonyl)-5'-(3,5-difluorophenyl)tetra-hydro-3'H-spiro-[piperidine-4,2'-pyrrolo[2,1-b][1,3]-oxazol]-3'-one